5-((3-bromo-5-fluorothiophen-2-yl)methyl)-N-methoxy-N-methyl-1-((2-(trimethylsilyl)ethoxy)methyl)-1H-pyrazole-4-carboxamide BrC1=C(SC(=C1)F)CC1=C(C=NN1COCC[Si](C)(C)C)C(=O)N(C)OC